2-bromo-2-(m-tolyl)acetyl chloride BrC(C(=O)Cl)C=1C=C(C=CC1)C